ethyl 1-(2-aminoethyl)-1H-benzo[d]imidazole-2-carboxylate hydrochloride Cl.NCCN1C(=NC2=C1C=CC=C2)C(=O)OCC